FC(C1CN(CCN1)C(=O)OC(C)(C)C)F tert-Butyl 3-(difluoromethyl)piperazine-1-carboxylate